P(=O)(=O)C(C(C(=O)O)(C(=O)O)C(=O)O)CC phosphobutanetricarboxylic acid